3-trifluoromethyl-5-methyl-1H-pyrazole FC(C1=NNC(=C1)C)(F)F